2-heptyne CC#CCCCC